4-[tert-butyl(diphenyl)silyl]oxy-3,4-dihydro-1H-1,7-naphthyridin-2-one [Si](C1=CC=CC=C1)(C1=CC=CC=C1)(C(C)(C)C)OC1CC(NC2=CN=CC=C12)=O